tetrabutylammonium tert-butyl-{2-[({[(2S,5R)-7-oxo-6-(sulfooxy)-1,6-diazabicyclo-[3.2.1]oct-2-yl]carbonyl}amino)oxy]ethyl}carbamate C(C)(C)(C)N(C([O-])=O)CCONC(=O)[C@H]1N2C(N([C@H](CC1)C2)OS(=O)(=O)O)=O.C(CCC)[N+](CCCC)(CCCC)CCCC